Tert-butyl 4-[6-(1-methylpyrazol-4-yl)pyrazolo[1,5-a]pyridin-4-yl]-3,6-dihydro-2H-pyridine-1-carboxylate CN1N=CC(=C1)C=1C=C(C=2N(C1)N=CC2)C=2CCN(CC2)C(=O)OC(C)(C)C